C(N1C2=C(NCC1=O)C=CC(=N2)OCCNC[C@@H]2CN(C(O2)=O)C2=NC1=C(SCC(N1)=O)N=C2)([2H])([2H])[2H] (R)-5-(((2-((4-(methyl-d3)-3-oxo-1,2,3,4-tetrahydropyrido[2,3-b]pyrazin-6-yl)oxy)ethyl)amino)methyl)-3-(3-oxo-3,4-dihydro-2H-pyrazino[2,3-b][1,4]thiazin-6-yl)oxazolidin-2-one